(S)-N-(5-(2-(2-aminopyridin-3-yl)-5-(1H-pyrazol-1-yl)-3H-imidazo[4,5-b]pyridin-3-yl)-2,3-dihydro-1H-inden-1-yl)-6-(1H-pyrazol-1-yl)nicotinamide NC1=NC=CC=C1C1=NC=2C(=NC(=CC2)N2N=CC=C2)N1C=1C=C2CC[C@@H](C2=CC1)NC(C1=CN=C(C=C1)N1N=CC=C1)=O